N'-(6-bromo-5-methoxy-1,2-benzoxazol-3-yl)-N,N-dimethylmethanimidamide BrC1=CC2=C(C(=NO2)N=CN(C)C)C=C1OC